amino-3-oxo-1,4-diazacycloheptane-1-carboxylic acid benzyl ester C(C1=CC=CC=C1)OC(=O)N1C(C(NCCC1)=O)N